(3-fluoro-4-(1-isopropyl-4-(trifluoromethyl)-1H-imidazol-2-yl)phenyl)methanamine FC=1C=C(C=CC1C=1N(C=C(N1)C(F)(F)F)C(C)C)CN